ClC1=CC=C(C=C1)NC(N(CCN1CCOCC1)C1=CC=C(C=C1)C(C(=O)N)N1CCOCC1)=O (4-{3-(4-chlorophenyl)-1-[2-(4-morpholinyl)ethyl]ureido}phenyl)-2-morpholinoacetamide